4-((5-(2-((6-aminopyridin-2-yl)methoxy)ethyl)-2-methoxy-3-(5-methoxypyrimidin-2-yl)benzeneyl)amino)-6-chloro-N-methylnicotinamide NC1=CC=CC(=N1)COCCC=1C=C(C(=C(C1)NC1=CC(=NC=C1C(=O)NC)Cl)OC)C1=NC=C(C=N1)OC